1-octyl-5-oxopyrrolidine-2-carboxylic acid C(CCCCCCC)N1C(CCC1=O)C(=O)O